NC=1C(=C(C(=CC1O)F)C1=C(C(=C(C(=C1F)F)F)F)F)F 3-amino-2,2',3',4',5',6,6'-heptafluoro-[1,1'-biphenyl]-4-ol